C(C)(C)(C)OC(=O)N(C=1C=CC=2N(C1)C(=CN2)C=2C=C(C=CC2)NC(COCCOCC(=O)O)=O)C 2-(2-(2-((3-(6-((tert-butoxycarbonyl)(methyl)amino)imidazo[1,2-a]pyridin-3-yl)phenyl)amino)-2-oxoethoxy)ethoxy)acetic acid